NC1=CC(=C2NC(COCCC[C@](C3=NN=C(C1=N2)O3)(O)C(F)(F)F)(C)C)C(F)(F)F |r| Racemic-17-amino-12,12-dimethyl-6,15-bis(trifluoromethyl)-10,19-dioxa-3,4,13,18-tetrazatricyclo[12.3.1.12,5]nonadeca-1(18),2,4,14,16-pentaen-6-ol